2-chloro-N-(1-(3-methoxyphenyl)-1H-imidazol-4-yl)pyrrolo[2,1-f][1,2,4]triazin-4-amine ClC1=NN2C(C(=N1)NC=1N=CN(C1)C1=CC(=CC=C1)OC)=CC=C2